2-(trans-4-(4-(trifluoromethyl)benzyloxy)pyrrolidin-3-yloxy)pyridine FC(C1=CC=C(CO[C@H]2[C@@H](CNC2)OC2=NC=CC=C2)C=C1)(F)F